O=C1NC=CC2=C(C=CC=C12)N1N=CC(=C1C(F)(F)F)C(=O)O 1-(1-oxo-2H-isoquinolin-5-yl)-5-(trifluoromethyl)pyrazole-4-carboxylic acid